O[C@@H](C(=O)OC)[C@H](\C=C\C1=CC=CC=C1)O methyl (2R,3S,E)-2,3-dihydroxy-5-phenylpent-4-enoate